tert-Butyl 8-(aminomethyl)-11,11-difluoro-1,3,4,7,8,9,10,11-octahydro-2H-pyrido[4',3':3,4]-pyrazolo[1,5-a]azepine-2-carboxylate NCC1CCC(C=2N(C1)N=C1C2CN(CC1)C(=O)OC(C)(C)C)(F)F